BrC=1C(=C(N)C(=C(C1)F)[N+](=O)[O-])F 3-bromo-2,5-difluoro-6-nitro-aniline